4,4-dimethyl-3-fluoro-6,8-dibromo-1(4H)-naphthalenone CC1(C(=CC(C2=C(C=C(C=C12)Br)Br)=O)F)C